CNC(C)C N-methyl-isopropyl-amine